ClC1=CC(=CC=2C=3N(CCOC21)C=NC3)C(=O)NC=3C=C2C(=NC3)OCCO2 8-Chloro-N-(2,3-dihydro-[1,4]dioxino[2,3-b]pyridin-7-yl)-5,6-dihydrobenzo[f]imidazo[1,5-d][1,4]oxazepine-10-carboxamide